2-((4-chlorobenzyl)oxy)-5-(5-(trifluoromethyl)-1H-pyrazol-3-yl)pyridin-4-ol ClC1=CC=C(COC2=NC=C(C(=C2)O)C2=NNC(=C2)C(F)(F)F)C=C1